Boc-(R)-γ-(3-fluorobenzyl)-L-proline C(=O)(OC(C)(C)C)N1[C@H](CC(C1)CC1=CC(=CC=C1)F)C(=O)O